5,6,7,8-tetrahydro-quinazoline-2-thiol N1=C(N=CC=2CCCCC12)S